5-amino-1-(3-hydroxy-2,6-dimethylphenyl)-3-(4-(trifluoromethyl)thiazol-2-yl)-1H-pyrazole-4-carboxamide NC1=C(C(=NN1C1=C(C(=CC=C1C)O)C)C=1SC=C(N1)C(F)(F)F)C(=O)N